C1(CCCCC1)(N)N (1S,2S)-trans-cyclohexanediamine